C1C(CC2=CC=CC=C12)NC1=NC=C(C=N1)C1=NN=C(O1)CC(=O)N1CC=2C=CC(NC2CC1)=O 6-[2-(5-{2-[(2,3-dihydro-1H-inden-2-yl)amino]pyrimidin-5-yl}-1,3,4-oxadiazol-2-yl)acetyl]-1,2,5,6,7,8-hexahydro-1,6-naphthyridin-2-one